2-hydroxy-4-methoxy-6-methylbenzoate OC1=C(C(=O)[O-])C(=CC(=C1)OC)C